ClC1=CNC2=C(C=CC=C12)NS(=O)(=O)C=1C(=NN(C1)C)C N-(3-Chloro-1H-indol-7-yl)-1,3-dimethyl-pyrazol-4-sulfonamid